2-methyl-4-(2-(pyridin-4-yl)-4-(2,8-diazaspiro[4.5]decan-8-yl)pyrido[3,4-d]pyrimidin-8-yl)but-3-yn-2-ol trifluoroacetate FC(C(=O)O)(F)F.CC(C)(C#CC1=NC=CC2=C1N=C(N=C2N2CCC1(CCNC1)CC2)C2=CC=NC=C2)O